C(C)(=O)N1CCN(CC1)C1=CC(=NC(=C1)NCC1=CC=C(C=C1)OC)C=1C=C2CN(C(C2=CC1)=O)[C@@H](CCC(=O)OC(C)(C)C)C(=O)N tert-butyl (S)-4-(5-(4-(4-acetylpiperazin-1-yl)-6-((4-methoxybenzyl)amino)pyridin-2-yl)-1-oxoisoindolin-2-yl)-5-amino-5-oxopentanoate